C1(=CC=CC=C1)CC(=O)NC=1SC(=NN1)O[C@H]1CN(CC1)C=1SC(=NN1)NC(CC1=CC=CC=C1)=O 2-Phenyl-N-(5-{[(3R)-1-[5-(2-phenylacetamido)-1,3,4-thiadiazol-2-yl]pyrrolidin-3-yl]oxy}-1,3,4-thiadiazol-2-yl)acetamide